N-cyclohexylthiophthalimide C1(CCCCC1)N1C(C=2C(C1=O)=CC=CC2)=S